1-(1-(2-(Piperazin-1-yl)ethyl)-1H-indol-4-yl)dihydropyrimidine-2,4(1H,3H)-dione tert-Butyl-4-(3-(4-methoxybenzyl)-2,4-dioxotetrahydropyrimidin-1(2H)-yl)-1H-indole-1-carboxylate C(C)(C)(C)OC(=O)N1C=CC2=C(C=CC=C12)N1C(N(C(CC1)=O)CC1=CC=C(C=C1)OC)=O.N1(CCNCC1)CCN1C=CC2=C(C=CC=C12)N1C(NC(CC1)=O)=O